1-(2-chloro-6-nitrophenyl)-N-(pyridine-3-yl)methanimine ClC1=C(C(=CC=C1)[N+](=O)[O-])C=NC=1C=NC=CC1